2-bromo-4-Aminopyridine BrC1=NC=CC(=C1)N